IC=1C=C2C(C(=[N+](C2=CC1)CCCCS(=O)(=O)O)C)(C)C 5-iodo-2,3,3-trimethyl-1-(4-sulfobutyl)-3H-indol-1-ium